2-amino-N-(2-chloro-4-nitrophenyl)-4-methylpentanamide NC(C(=O)NC1=C(C=C(C=C1)[N+](=O)[O-])Cl)CC(C)C